3-(2-(sec-butylamino)-1,1-difluoro-2-oxoethyl)-N-(3,4-difluorophenyl)-4-fluorobenzamide C(C)(CC)NC(C(F)(F)C=1C=C(C(=O)NC2=CC(=C(C=C2)F)F)C=CC1F)=O